7-(3-((tert-butyldimethylsilyl)oxy)cyclobutyl)-1H-indole [Si](C)(C)(C(C)(C)C)OC1CC(C1)C=1C=CC=C2C=CNC12